(R)-6-amino-4-(3-chloro-5-(morpholin-3-yl)phenyl)-1,3,5-triazin-2(1H)-one HCl Cl.NC1=NC(=NC(N1)=O)C1=CC(=CC(=C1)[C@H]1NCCOC1)Cl